(5aR,5bS,7aS,8S,10aS,10bR)-5a,7a-dimethyl-2-(pyrimidin-2-ylamino)-5,5a,5b,6,7,7a,8,9,10,10a,10b,11-dodecahydro-4H-cyclopenta[7,8]phenanthro[2,1-d]thiazol-8-ol C[C@@]12CCC=3N=C(SC3C2=CC[C@H]2[C@H]3[C@](CC[C@H]12)([C@H](CC3)O)C)NC3=NC=CC=N3